BrC1=CC=C(O[C@H](C(=O)O)\C=C\F)C=C1 (S,E)-2-(p-bromophenoxy)-4-fluoro-3-butenoic acid